C(CCCCCCC)C(C(C(=O)O)S(=O)(=O)O)(C(=O)O)CCCCCCCC.COC1=CC=C(C=C1)C1=CN=C(N1C)C(=O)NC1=CC(=C(C=C1)C(NC)=O)C 5-(4-Methoxyphenyl)-1-methyl-N-[3-methyl-4-(methylcarbamoyl)phenyl]imidazole-2-carboxamide Dioctyl-Sulfosuccinate